1-(2-(5-(3-chloro-2-(trifluoromethyl)phenyl)isoindolin-2-yl)-2-oxoethyl)-1H-1,2,4-triazole-3-carbonitrile ClC=1C(=C(C=CC1)C=1C=C2CN(CC2=CC1)C(CN1N=C(N=C1)C#N)=O)C(F)(F)F